1,3,3a,4,5,9b-hexahydro-7-methyl-5-(tetrahydro-2,5-diphenoxy-3-furyl)-naphtho[1,2-c]-furan-1,3-dione CC=1C=C2C(CC3C(C(OC3=O)=O)C2=CC1)C1C(OC(C1)OC1=CC=CC=C1)OC1=CC=CC=C1